C(#N)C(C(=O)OC)(C)C1=CC=2N(C=C1)C(=CN2)C2=CC(=C(C(=C2)OC)C(NC2CC2)=O)OC(F)F methyl 2-cyano-2-[3-[4-(cyclopropyl carbamoyl)-3-(difluoromethoxy)-5-methoxy-phenyl]imidazo[1,2-a]pyridin-7-yl]propanoate